1,4-bis(7-benzo[c]acridinyl)butane C1=CC=CC=2C=CC=3C(=C4C=CC=CC4=NC3C21)CCCCC2=C1C=CC=CC1=NC=1C3=C(C=CC21)C=CC=C3